(2R,3R,4S,5S,6R)-4,5-bis(benzyloxy)-6-((benzyloxy)methyl)-2-methoxytetrahydro-2H-pyran-3-yl trifluoromethanesulfonate FC(S(=O)(=O)O[C@H]1[C@@H](O[C@@H]([C@@H]([C@@H]1OCC1=CC=CC=C1)OCC1=CC=CC=C1)COCC1=CC=CC=C1)OC)(F)F